[Si](C)(C)(C(C)(C)C)OC[C@H](CNC(OC(C)(C)C)=O)S (S)-tert-butyl (3-((tert-butyldimethylsilyl)oxy)-2-mercaptopropyl)carbamate